5-hydroxy-1,3-dioxane OC1COCOC1